1-(benzo[b]thiophen-2-yl)-2-(naphthalen-2-yl)prop-2-en-1-one S1C2=C(C=C1C(C(=C)C1=CC3=CC=CC=C3C=C1)=O)C=CC=C2